COC1=C(C=CC=C1)NC1=CC(=NC=C1C(NC)=O)NC1=NC=C(C(=O)OC)C=C1 Methyl 6-((4-((2-methoxyphenyl)amino)-5-(methylcarbamoyl)pyridin-2-yl)amino)nicotinate